NC1=C2NC(N(C2=NC(=N1)P(=O)(C)C)CC=1C=NC(=CC1)N1CC(CC1)N)=O 6-amino-9-[[6-(3-aminopyrrolidin-1-yl)-3-pyridyl]methyl]-2-dimethylphosphoryl-7H-purin-8-one